C(C)(=O)N1CCN(CC1)C1=CC=C(C=C1)CC(=O)NC(C1=C(C=CC=C1)N1CCCCC1)C1=CC=CC=C1 2-[4-(4-acetylpiperazin-1-yl)phenyl]-N-{phenyl[2-(piperidin-1-yl)phenyl]methyl}acetamide